5-((1R,4R)-5-((3-ethyl-2,4-dioxo-1,2,3,4-tetrahydroquinazolin-7-yl)methyl)-2,5-diazabicyclo[2.2.1]heptan-2-yl)-N-methylpicolinamide C(C)N1C(NC2=CC(=CC=C2C1=O)CN1[C@H]2CN([C@@H](C1)C2)C=2C=CC(=NC2)C(=O)NC)=O